C(C)C1=C(C(N)(N)CC)C=CC=C1 anti-diethyl-toluenediamine